3-bromo-4,5-dihydro-1,2-oxazole-5-carboxylic acid tert-butyl ester C(C)(C)(C)OC(=O)C1CC(=NO1)Br